C1(CC1)C(=O)N1CC(C1)OCCOC1=CC=C(OC2=C(C=C3C=NN(C3=C2)C)C(=O)N)C=C1 6-[4-[2-[1-(cyclopropanecarbonyl)azetidin-3-yl]oxyethoxy]phenoxy]-1-methyl-indazole-5-carboxamide